FC1(CC12CN(CC2)C2=NC=CC(=C2NC(=O)C=2C=NC(=NC2)C(C)C)C2=C(C=CC=C2)F)F N-(2-(1,1-difluoro-5-azaspiro[2.4]heptan-5-yl)-4-(2-fluorophenyl)-pyridin-3-yl)-2-isoprop-ylpyrimidine-5-carboxamide